dicopper chloride trihydroxide [OH-].[OH-].[OH-].[Cl-].[Cu+2].[Cu+2]